2E,6Z,8E-Decatrienoic acid-N-isobutylamide C(C(C)C)NC(\C=C\C=C\C=C/CCC)=O